C(C)(C)(C)C=1C(=C(C=C(C1)CCC(=O)OCC(CCCC)CC)N1N=C2C(=N1)C=CC(=C2)Cl)O 2-(3'-tert-Butyl-5'-[2-(2-ethyl-hexyloxy)carbonylethyl]-2'-hydroxyphenyl)-5-chlorobenzotriazol